(2-(4-((tert-Butyldimethylsilyl)oxy)phenyl)-3-oxo-3-(thieno[2,3-c]pyridin-2-ylamino)propyl)carbamic acid tert-butyl ester C(C)(C)(C)OC(NCC(C(NC1=CC=2C(=CN=CC2)S1)=O)C1=CC=C(C=C1)O[Si](C)(C)C(C)(C)C)=O